C(=O)C1=C(N(C(=C1)C)C=1OC(=C(C1C#N)C)C)C 2-(3-formyl-2,5-dimethyl-1H-pyrrol-1-yl)-4,5-dimethylfuran-3-carbonitrile